The molecule is an amino disaccharide that is 2-acetamido-2-deoxy-D-galactopyranose in which the hydroxy group at position 3 has been converted to the corresponding D-galactopyranoside. The stereochemistry at the anomeric position in each of the galactopyranose rings is not stated. It is a partially-defined glycan, an amino disaccharide, a member of acetamides and a galactosamine oligosaccharide. CC(=O)N[C@@H]1[C@H]([C@H]([C@H](OC1O)CO)O)OC2[C@@H]([C@H]([C@H]([C@H](O2)CO)O)O)O